N(N)=C[N-]C hydrazono-dimethylamide